(Z)-1-(3-(5-(dimethylamino)-2-isopropylphenyl)-4-oxothiazolidin-2-ylidene)-3-(2-fluoro-4-(1-(4-(trifluoromethoxy)phenyl)-1H-imidazol-4-yl)phenyl)urea CN(C=1C=CC(=C(C1)N1/C(/SCC1=O)=N/C(=O)NC1=C(C=C(C=C1)C=1N=CN(C1)C1=CC=C(C=C1)OC(F)(F)F)F)C(C)C)C